ClCCCC(=O)NC1CN(C1)C(=O)OC(C)(C)C Tert-butyl 3-(4-chlorobutanamido)azetidine-1-carboxylate